3-[3,4-Bis(ethoxymethoxy)phenyl]-1-[2-hydroxy-4,6-bis(ethoxymethoxy)phenyl]-2-propen-1-one C(C)OCOC=1C=C(C=CC1OCOCC)C=CC(=O)C1=C(C=C(C=C1OCOCC)OCOCC)O